N-methyl-3-(2-methyl-1-oxo-1,2-dihydro-6-isoquinolinyl)-N-(2,2,2-trifluoroethyl)-6-quinoxalinecarboxamide CN(C(=O)C=1C=C2N=C(C=NC2=CC1)C=1C=C2C=CN(C(C2=CC1)=O)C)CC(F)(F)F